5-bromo-2-methyl-3,4-dihydronaphthalen-1(2H)-one BrC1=C2CCC(C(C2=CC=C1)=O)C